1-(2-(Dimethylamino)ethyl)-5-methoxy-N1-methyl-2-nitrobenzene-1,4-diamine CN(CCC1(C(C=C(C(=C1)OC)N)[N+](=O)[O-])NC)C